2,5,β-trimethoxy-4-methylphenethylamine COC1=C(C(CN)OC)C=C(C(=C1)C)OC